FC1=C(OC(C(=O)O)(C)C)C=CC(=C1)CN1N=CN(C1=O)C1=CC=C(C=C1)OC(F)(F)F 2-(2-fluoro-4-((5-oxo-4-(4-(trifluoromethoxy)phenyl)-4,5-dihydro-1H-1,2,4-triazole-1-yl)methyl)phenoxy)-2-methylpropionic acid